sodium phenyl-methanolate C1(=CC=CC=C1)C[O-].[Na+]